BrC=1C(=NN(C1C1=CC(=C(C=C1)F)F)C1=C(C=CC=C1)F)C(=O)OCC ethyl 4-bromo-5-(3,4-difluorophenyl)-1-(2-fluorophenyl)-1H-pyrazole-3-carboxylate